tert-butyl (1R,2S)-2-[1-(tert-butoxycarbonyl)-3-[(6-methoxy-1,1-dioxo-1lambda6-benzothiophen-5-yl)amino]indazol-6-yl]-5'-methoxy-2'-oxospiro[cyclopropane-1,3'-indole]-1'-carboxylate C(C)(C)(C)OC(=O)N1N=C(C2=CC=C(C=C12)[C@@H]1C[C@@]12C(N(C1=CC=C(C=C21)OC)C(=O)OC(C)(C)C)=O)NC=2C(=CC1=C(C=CS1(=O)=O)C2)OC